(4aS,7aS,12bS)-3-(cyclopropylmethyl)-4a-hydroxy-7-methylene-2,3,4,4a,5,6,7,7a-octahydro-1H-4,12-methanobenzofuro[3,2-e]isoquinolin-9-yloctyl carbonate C(OCCCCCCCCC1=CC=C2C3=C1O[C@@H]1[C@]34CCN(C([C@@]4(CCC1=C)O)C2)CC2CC2)([O-])=O